5,6-bis(4-bromophenyl)pyrazine-2,3-dicarbonitrile BrC1=CC=C(C=C1)C=1N=C(C(=NC1C1=CC=C(C=C1)Br)C#N)C#N